BrC=1C(=C(\C=N\NC(=O)C=2OC3=C(C2C)C(=CC=C3)O)C=CC1)O (E)-N'-(3-bromo-2-hydroxybenzylidene)-4-hydroxy-3-methylbenzofuran-2-carbohydrazide